1-ethyl-2-(5-fluoropyridin-3-yl)-5-(2-(2-(trifluoromethyl)pyridin-4-yl)-2,6-diazaspiro[3.4]octan-6-yl)-1H-imidazo[4,5-b]pyrazine C(C)N1C(=NC=2C1=NC=C(N2)N2CC1(CN(C1)C1=CC(=NC=C1)C(F)(F)F)CC2)C=2C=NC=C(C2)F